FC(OC=1C=C(C=CC1)C1CCNCC1)(F)F 4-[3-(trifluoromethoxy)phenyl]piperidine